8-methylacenaphthylen-1(2H)-one CC1=CC=C2C=CC=C3CC(C1=C32)=O